(R)-1-(4,4-bis(hydroxymethyl)piperidin-1-yl)-5-(1,2-dithiolan-3-yl)pentan-1-one OCC1(CCN(CC1)C(CCCC[C@H]1SSCC1)=O)CO